2-(4-(2,2-diethoxyethyl)piperazin-1-yl)-5-(trifluoromethyl)pyrimidine C(C)OC(CN1CCN(CC1)C1=NC=C(C=N1)C(F)(F)F)OCC